N-{4-bromo-7-chloro-3-[(2-chloro-5-fluorophenyl)carbonyl]-2-naphthyl}-4-methylbenzenesulfonamide BrC1=C(C(=CC2=CC(=CC=C12)Cl)NS(=O)(=O)C1=CC=C(C=C1)C)C(=O)C1=C(C=CC(=C1)F)Cl